BrC1=CC=CC(=N1)N1C(OC[C@@H]1C)=O (S)-3-(6-bromopyridin-2-yl)-4-methyloxazolidin-2-one